N5-[4-(1,1-dimethylethyl)phenyl]-N2,N2-dihexyl-2,5-Pyridinediamine CC(C)(C)C1=CC=C(C=C1)NC=1C=CC(=NC1)N(CCCCCC)CCCCCC